potassium mentholate CC(C)C1CCC(CC1O)(C)C(=O)[O-].[K+]